Cl.NC/C(/CN1N=CN(C1=O)CC1=CC=C(S1)C=1C=C2C(=NC1)N(C(C2)=O)C)=C\F 5-[5-({1-[(2E)-2-(aminomethyl)-3-fluoroprop-2-en-1-yl]-5-oxo-1,5-dihydro-4H-1,2,4-triazol-4-yl}methyl)thiophen-2-yl]-1-methyl-1,3-dihydro-2H-pyrrolo[2,3-b]pyridin-2-one hydrochloride